N1C=C(C=2C=NC=CC21)CC2C(NC(O2)=O)=O (Z)-5-((1H-pyrrolo[3,2-c]pyridin-3-yl)methyl)oxazolidine-2,4-dione